C(#N)CS1C=CC=C1 1-(cyanomethyl)thiophene